COC=1C(=C(C=CC1)C=1C=C2C=NN(C(C2=CC1)=O)C1=CC=C(C=N1)NC([C@H](C(C)C)NC(OC(C)(C)C)=O)=O)C tert-butyl (S)-(1-((6-(6-(3-methoxy-2-methylphenyl)-1-oxophthalazin-2(1H)-yl)pyridin-3-yl)amino)-3-methyl-1-oxobutan-2-yl)carbamate